CC1(COC2=CC(=CC=C2C1=O)OC(C1=CC=C(C#N)C=C1)C1=CC=NC=C1)C 4-(((3,3-dimethyl-4-oxochroman-7-yl)oxy)(pyridin-4-yl)methyl)benzonitrile